ClC1=C(CNC2=NC=NC(=C2[N+](=O)[O-])OC2(CC2)C)C=CC=C1 N-(2-chlorobenzyl)-6-(1-methylcyclopropoxy)-5-nitropyrimidin-4-amine